F[C@@H]1[C@@]2(CCC[C@H](C[C@H]1OC=1N=CC(=NC1)C=1C=C3C=CN=CC3=CC1O)N2)C 6-(5-(((1S,2R,3R,5R)-2-fluoro-1-methyl-9-azabicyclo[3.3.1]nonan-3-yl)oxy)pyrazin-2-yl)isoquinolin-7-ol